C(C)(=O)C1=CC=C(C=C1)NC(=O)NC(CC(=O)O)C 3-([(4-ACETYLPHENYL)CARBAMOYL]AMINO)BUTANOIC ACID